FC=1C=C(C=CC1OC)C1=CC(=NC=C1OC)N1CCC(CC1)NC(OC(C)(C)C)=O Tert-butyl (1-(4-(3-fluoro-4-methoxyphenyl)-5-methoxypyridin-2-yl)piperidin-4-yl)carbamate